3-(tert-butyl)-5-chlorobenzenethiol C(C)(C)(C)C=1C=C(C=C(C1)Cl)S